CC(C(=O)OCC)C(C(C)C)C ethyl 2,3,4-trimethylpentanoate